2-(4-(3-(1-(5-ethylpyrimidin-2-yl)piperidin-4-yl)propoxy)-2,6-difluorophenyl)-1-(3-(hydroxymethyl)azetidin-1-yl)ethan-1-one C(C)C=1C=NC(=NC1)N1CCC(CC1)CCCOC1=CC(=C(C(=C1)F)CC(=O)N1CC(C1)CO)F